C1(=CC=CC=C1)[C@H](C)N1N=NN=C1 1-((S)-1-phenylethyl)-1H-tetrazol